4-(5-acetyl-2-(2,4-difluorophenoxy)phenyl)-6-methyl-2-(piperidin-1-ylmethyl)thieno[2,3-c]pyridin-7(6H)-one C(C)(=O)C=1C=CC(=C(C1)C=1C2=C(C(N(C1)C)=O)SC(=C2)CN2CCCCC2)OC2=C(C=C(C=C2)F)F